(4-fluorophenyl)-3-(2,4-dioxo-1,2,3,4-tetrahydropyrimidin-5-yl)urea FC1=CC=C(C=C1)NC(=O)NC=1C(NC(NC1)=O)=O